trans-2-((tertbutoxycarbonyl)amino)cyclobutane-1-carboxylic acid C(C)(C)(C)OC(=O)N[C@H]1[C@@H](CC1)C(=O)O